C(C)OC(CNC(=O)C1=C(C(=C(C=N1)C=1C=NC(=CC1)C(F)(F)F)C)OCC1=CC=CC=C1)=O (5-(Phenylmethoxy)-4-methyl-6'-(trifluoromethyl)-[3,3'-bipyridine]-6-carbonyl)glycine ethyl ester